(Z)- or (E)-3-penten-2-one CC(C=CC)=O